FC1=CC(=CC2=CC=CC=C12)F 1,3-difluoronaphthalene